NC=1N=CN(C(C1C(=O)OC)=O)C1=C(C=C(C=C1Cl)OC(F)(F)F)Cl methyl 4-amino-1-(2,6-dichloro-4-(trifluoromethoxy)phenyl)-6-oxo-1,6-dihydropyrimidine-5-carboxylate